COC1=CC=2N(C(C(=C(N2)C(F)(F)F)C=2SC=C(N2)OCC(F)(F)F)=O)C=C1 8-methoxy-3-[4-(2,2,2-trifluoroethoxy)-1,3-thiazol-2-yl]2-(trifluoromethyl)-4H-pyrido[1,2-a]pyrimidin-4-one